7-[(3R,4S)-3,4-dihydroxypyrrolidin-1-yl]-N-(3-ethylpent-3-yl)-6-fluoro-4-oxo-1-(2,4,6-trifluorophenyl)-1,4-dihydro-1,8-naphthyridine-3-carboxamide O[C@@H]1CN(C[C@@H]1O)C1=C(C=C2C(C(=CN(C2=N1)C1=C(C=C(C=C1F)F)F)C(=O)NC(CC)(CC)CC)=O)F